C(#N)C1=NC2=CC(=CC(=C2N=C1N1CC(C1)(C)OC)[C@@H](C)NC1=C(C(=O)O)C=CC=C1)C (R)-2-((1-(2-cyano-3-(3-methoxy-3-methylazetidin-1-yl)-7-methylquinoxalin-5-yl)ethyl)amino)benzoic acid